C(C)(C)OC1=C(C=C(C(=O)N2CC3CNCC(C3C2)C(=O)N[C@H](C(=O)NC)CCCC2=CC=CC=C2)C=C1)OC 2-(4-isopropoxy-3-methoxybenzoyl)-N-((S)-1-(methylamino)-1-oxo-5-phenylpentan-2-yl)octahydro-1H-pyrrolo[3,4-c]pyridine-7-carboxamide